[K].C(CCCCC)N1CN(C=C1)C 1-hexyl-3-methylimidazole potassium